N[C@@H]1C2=CC=CC(=C2CC12CCN(CC2)C=2C(NC(=CN2)SC2=C(C(=CC=C2)Cl)Cl)=O)OC (S)-3-(1-amino-4-methoxy-1,3-dihydrospiro[indene-2,4'-piperidine]-1'-yl)-6-((2,3-dichlorophenyl)thio)pyrazin-2(1H)-one